O=C1N([C@H](CC1C(=O)OC)C(F)(F)F)C(=O)OC(C)(C)C 1-(tert-butyl) 3-methyl (5R)-2-oxo-5-(trifluoromethyl)pyrrolidine-1,3-dicarboxylate